C(#N)N(C1CCC2(CN(C2)C[C@H]2CN(CC2)C2=NC=NC=C2OC2=C(C(=O)N(C(C)C)C(C)C)C=C(C=C2)F)CC1)C#N (S)-2-((4-(3-((7-dicyanoamino-2-azaspiro[3.5]nonan-2-yl)methyl)pyrrolidin-1-yl)pyrimidine-5-yl)oxy)-5-fluoro-N,N-diisopropylbenzamide